(S)-2-(2-(1H-1,2,3-triazol-4-yl)ethoxy)-1-(2-((2,3-dihydro-1H-inden-2-yl)amino)-5,7-dihydro-6H-pyrrolo[3,4-d]pyrimidin-6-yl)propan-1-one N1N=NC(=C1)CCO[C@H](C(=O)N1CC=2N=C(N=CC2C1)NC1CC2=CC=CC=C2C1)C